C(C1=CC=CC=C1)OC[C@@H](C)OC1=C2C(=NC=NC2=CC=C1OC)Cl (R)-5-((1-(benzyloxy)propan-2-yl)oxy)-4-chloro-6-methoxyquinazoline